5-(3'-chloro-5-fluoro-2-hydroxy-4'-(3-methyl-2-oxo-2,3-dihydro-1H-imidazol-1-yl)-[1,1'-biphenyl]-3-yl)-1-methyl-3-(1,7-diazaspiro[4.4]nonan-7-yl)pyridin-2(1H)-one ClC=1C=C(C=CC1N1C(N(C=C1)C)=O)C1=C(C(=CC(=C1)F)C=1C=C(C(N(C1)C)=O)N1CC2(CCCN2)CC1)O